4-[2-(4-chloro-3-fluorophenoxy)acetamido]-2-hydroxy-N-{[3-(propan-2-yl)-1,2-oxazol-5-yl]methyl}bicyclo[2.2.2]octane-1-carboxamide ClC1=C(C=C(OCC(=O)NC23CC(C(CC2)(CC3)C(=O)NCC3=CC(=NO3)C(C)C)O)C=C1)F